C(C)(C)(C)OC(=O)N1C[C@H](CC1)C(C(=O)OC(C)(C)C)CC1=NC=CC(=C1)Br (3R)-3-(3-(4-bromopyridin-2-yl)-1-(tert-butoxy)-1-oxopropan-2-yl)pyrrolidine-1-carboxylic acid tert-butyl ester